3-hydroxynaphthalene OC=1C=CC2=CC=CC=C2C1